C(C)(C)(C)OC(N[C@@H]1[C@@H](OCC12CCN(CC2)C2=NC(=C(C(=N2)C#N)C2=C(C(=CC=C2)Cl)Cl)C)C)=O ((3S,4S)-8-(5-(2,3-dichlorophenyl)-4-cyano-6-methylpyrimidin-2-yl)-3-methyl-2-oxa-8-azaspiro[4.5]decan-4-yl)carbamic acid tert-butyl ester